2-((2-(3-((tert-butoxycarbonyl)((3-(1,1-dihydroxy-3-oxoisoindolin-2-yl)-6-methoxypyridin-2-yl)methyl)amino)propyl)-3,4-difluorophenyl)amino)-5-fluoro-4-(trifluoro-methyl)benzoic acid C(C)(C)(C)OC(=O)N(CCCC1=C(C=CC(=C1F)F)NC1=C(C(=O)O)C=C(C(=C1)C(F)(F)F)F)CC1=NC(=CC=C1N1C(C2=CC=CC=C2C1=O)(O)O)OC